NC(CNC(=O)C1=NC(=CN=C1)C=1NC=2CCCCC2C1C)(C)C N-(2-amino-2-methylpropyl)-6-(3-methyl-4,5,6,7-tetrahydro-1H-indol-2-yl)pyrazine-2-carboxamide